3-(5-(((S)-1-((2-(((1S,4R)-4-Methoxycyclohexyl)oxy)quinolin-6-yl)methyl)pyrrolidin-3-yl)oxy)-1-oxoisoindolin-2-yl)piperidine-2,6-dione COC1CCC(CC1)OC1=NC2=CC=C(C=C2C=C1)CN1C[C@H](CC1)OC=1C=C2CN(C(C2=CC1)=O)C1C(NC(CC1)=O)=O